C1(=CC=CC=C1)N1CN2S(C3=C(C2C1)C=CC=C3)(=O)=O 2-phenyl-1,2,3,9b-tetrahydrobenzo[d]imidazo[1,5-b]isothiazole-5,5-dioxide